NC1=C(N=C2C(=N1)NC=C2)C(=O)NCC2=[N+](C1=C(N2CC)C=C(C=C1)C(NCCCN)=O)CC [({3-amino-5H-pyrrolo[2,3-b]pyrazin-2-yl}formamido)methyl]-6-[(3-aminopropyl)carbamoyl]-1,3-diethyl-1H-1,3-benzodiazol-3-ium